p-hydroxybenzoic acid-benzylester C(C1=CC=CC=C1)OC(C1=CC=C(C=C1)O)=O